methyl-ethyl-hexadecylamine CN(CCCCCCCCCCCCCCCC)CC